BrC1=COC2=C1C=CC(=C2)N2C1=CC=CC=C1C1(CCCCC21C)C 9-(3-bromobenzofuran-6-yl)-4a,9a-dimethyl-2,3,4,4a,9,9a-hexahydro-1H-carbazole